4-cyclohexyl-7-nitroquinoline C1(CCCCC1)C1=CC=NC2=CC(=CC=C12)[N+](=O)[O-]